2-(2,6-dioxopiperidin-3-yl)-5-(3-((3-(2-((1r,3r)-3-((5-(5-methyl-5H-pyrido[4,3-b]indol-7-yl)pyridin-2-yl)oxy)cyclobutoxy)ethoxy)propoxy)methyl)azetidin-1-yl)isoindoline-1,3-dione O=C1NC(CCC1N1C(C2=CC=C(C=C2C1=O)N1CC(C1)COCCCOCCOC1CC(C1)OC1=NC=C(C=C1)C=1C=CC=2C3=C(N(C2C1)C)C=CN=C3)=O)=O